FC=1C=C(C=CC1C(F)(F)F)N1N=C2N=CN=C(C2=C1)N1C[C@@H](CCC1)C(=O)NCC1=CC=C(C=C1)SC (R)-1-(2-(3-fluoro-4-(trifluoromethyl)phenyl)-2H-pyrazolo[3,4-d]pyrimidin-4-yl)-N-(4-(methylthio)benzyl)piperidine-3-carboxamide